(4-amino-1-(5-(2-methoxy-4-methylphenyl)imidazo[2,1-b][1,3,4]thiadiazol-2-yl)piperidin-4-yl)methanol NC1(CCN(CC1)C1=NN2C(S1)=NC=C2C2=C(C=C(C=C2)C)OC)CO